C(O)C1(CCC(CC1)CO)C1=CC(=CC=C1C(=O)[O-])C(=O)[O-] 1,4-dimethylolcyclohexanterephthalat